CC1(CNC1)CNC1=C(C=C(C=C1)S(=O)(=O)NC(C1=CC=CC=C1)=O)[N+](=O)[O-] N-((4-(((3-methylazetidin-3-yl)methyl)amino)-3-nitrophenyl)sulfonyl)benzamide